N1C=CC=2C1=CN=CC2 pyrrolo[2,3-c]pyridin